[O-]P([O-])(=O)OP(=O)(O)O.[Na+].[Na+].C(C=C)SC(C(=O)N1C(CCCC1)C=1NC(=CN1)C1=CC=C(C=C1)C)C 2-(allylthio)-1-(2-(5-(p-tolyl)-1H-imidazol-2-yl)piperidin-1-yl)propan-1-one disodium pyrophosphate salt